C(C1=CC=CC=C1)[C@H]1N(C(OC1)=O)C([C@H](COCOCCOC)C1=CC=C(C=C1)O[Si](C(C)C)(C(C)C)C(C)C)=O (4R)-4-Benzyl-3-[(2S)-3-[(2-methoxyethoxy)methoxy]-2-(4-{[tris(propan-2-yl)silyl]oxy}phenyl)propanoyl]-1,3-oxazolidin-2-one